O=C1N(CC2=CC(=CC=C12)O[C@@H]1CN(CC1)CC=1N=CC2=CC(=CC=C2C1)C1CCOCC1)C1C(NC(CC1)=O)=O 3-(1-Oxo-5-(((S)-1-((7-(tetrahydro-2H-pyran-4-yl)isoquinolin-3-yl)methyl)-pyrrolidin-3-yl)oxy)isoindolin-2-yl)piperidine-2,6-dione